ClC1=C(OC2=CC=CC3=C2NC(=NS3(=O)=O)NC3=CC=C(C=C3)N(C)C)C=CC=C1 5-(2-chlorophenoxy)-3-((4-(dimethylamino)phenyl)amino)-4H-benzo[e][1,2,4]thiadiazine 1,1-dioxide